2-(4-(((6-(4,4-difluoro-2-(2-fluoro-4-(trifluoromethyl)phenyl)pyrrolidin-1-yl)-5-fluoropyrimidin-4-yl)amino)methyl)-3-hydroxypiperidin-1-yl)acetamide FC1(CC(N(C1)C1=C(C(=NC=N1)NCC1C(CN(CC1)CC(=O)N)O)F)C1=C(C=C(C=C1)C(F)(F)F)F)F